4-[2-chloro-4-[[3-[3-(trifluoromethyl)-1H-pyrazol-4-yl]imidazo[1,2-a]pyrazin-8-yl]amino]benzoyl]-N-[(3S)-pyrrolidin-3-yl]piperazine-1-carboxamide ClC1=C(C(=O)N2CCN(CC2)C(=O)N[C@@H]2CNCC2)C=CC(=C1)NC=1C=2N(C=CN1)C(=CN2)C=2C(=NNC2)C(F)(F)F